BrC=1C(N(C(=CC1OCC1=C(C=C(C=C1)F)F)C)CC=1C=C(C(=O)O)C=CC1)=O 3-{[3-bromo-4-[(2,4-difluorobenzyl)oxy]-6-methyl-2-oxopyridin-1(2H)-yl]methyl}benzoic acid